(2R,3R,4R,5R,6R)-2-(hydroxymethyl)-6-methoxy-5-((3-morpholino-1,2,4-thiadiazol-5-yl)amino)tetrahydro-2H-pyran-3,4-diol OC[C@H]1O[C@H]([C@@H]([C@H]([C@H]1O)O)NC1=NC(=NS1)N1CCOCC1)OC